[Br-].C1(=CC=CC=C1)C(CC1N(C=CC=C1)C)C1=CC=CC=C1 2-(2,2-diphenylethyl)-1-methylpyridine bromide